2-(4-chlorophenyl)-5-methyl-piperidine ClC1=CC=C(C=C1)C1NCC(CC1)C